potassium 4-methylbenzenesulfinate CC1=CC=C(C=C1)S(=O)[O-].[K+]